C(#N)[C@@]1([C@@H]([C@@H](C(O1)CO)[C@H](C(=O)O)C1CCCCC1)O)C1=CC=C2C(=NC=NN21)NC(CCCC)=O.BrCCOC 1-bromo-2-methoxyethane (2R,3S,4R,5R)-5-cyano-4-hydroxy-2-(hydroxymethyl)-5-(4-pentanamidopyrrolo[2,1-f][1,2,4]triazin-7-yl)tetrahydrofuran-3-yl-2-cyclohexylacetate